geranyl-geranoic acid C(\C=C(/C)\CCC=C(C)C)C/C(=C/CC/C(=C/C(=O)O)/C)/C